ethyl (2S)-2-((S)-2-amino-4-methylpentanamido)-4-(dimethylcarbamoyl)hept-6-enoate N[C@H](C(=O)N[C@H](C(=O)OCC)CC(CC=C)C(N(C)C)=O)CC(C)C